(trans)-3-{[(1S)-1-(4-{4-chloro-2,3,7,10-tetraazatricyclo[7.4.0.02,6]trideca-1(9),3,5,7-tetraen-10-yl}phenyl)-2,2,2-trifluoroethyl](methyl)carbamoyl}cyclobutane-1-carboxylic acid ClC1=NN2C=3CCCN(C3C=NC2=C1)C1=CC=C(C=C1)[C@@H](C(F)(F)F)N(C(=O)[C@@H]1C[C@H](C1)C(=O)O)C